(R)-2-(2-((5-(1-aminoisoquinolin-7-yl)-1-(sec-butyl)-1H-indazol-3-yl)methoxy)phenyl)acetic acid NC1=NC=CC2=CC=C(C=C12)C=1C=C2C(=NN(C2=CC1)[C@H](C)CC)COC1=C(C=CC=C1)CC(=O)O